(rac)-((1S,2R,4R)-2-((tert-butyldiphenylsilyl)methyl)-2-methylbicyclo[2.1.1]hexan-1-yl)(4-(trifluoromethyl)phenyl)methanone [Si](C1=CC=CC=C1)(C1=CC=CC=C1)(C(C)(C)C)C[C@]1(C2(CC(C1)C2)C(=O)C2=CC=C(C=C2)C(F)(F)F)C |r|